7-fluoro-2,2-dimethyl-4-(sulfamoylamino)-3,4-dihydrochromene FC1=CC=C2C(CC(OC2=C1)(C)C)NS(N)(=O)=O